C(C)OC(CC1CC=C(CC1)C1=CC=NC=2N1N=CC2)=O (4-(pyrazolo[1,5-a]pyrimidin-7-yl)cyclohex-3-en-1-yl)acetic acid ethyl ester